tert-butyl (1S,2S)-2-(5-hydroxypentyl)-1-methylcyclopropane-1-carboxylate OCCCCC[C@@H]1[C@](C1)(C(=O)OC(C)(C)C)C